3-[3-(6-Ethoxypyridin-3-yl)-1,2-oxazol-5-yl]-5-fluoro-6-(2-methoxyethoxy)-1H-indazole C(C)OC1=CC=C(C=N1)C1=NOC(=C1)C1=NNC2=CC(=C(C=C12)F)OCCOC